acryloyloxytetradecylfluoromethylsilane C(C=C)(=O)OCCCCCCCCCCCCCC[SiH2]CF